C(C)(C)(C)[C@H]1OC([C@@H](N1C(=O)OCC1=CC=CC=C1)CC1CCCCC1)=O Benzyl (2R,4S)-2-(tert-butyl)-4-(cyclohexylmethyl)-5-oxooxazolidine-3-carboxylate